N(=[N+]=[N-])CCOCCOCCOCCOCCOCCOCCOCCOCCOCC(=O)OC(C)(C)C tert-Butyl 29-azido-3,6,9,12,15,18,21,24,27-nonaoxanonacosanoate